C(C1=CC=CC=C1)OC[C@H]1CC[C@@](CO1)(O)C (3S,6R)-6-((benzyloxy)methyl)-3-methyltetrahydro-2H-pyran-3-ol